(R)-1-(3-chloro-4-(cyclopropyl-methoxy)phenethyl)pyrrolidin-3-amine hydrochloride Cl.ClC=1C=C(CCN2C[C@@H](CC2)N)C=CC1OCC1CC1